C[Si](C1=CC=2NC3=CC(=CC=C3C2C=C1)[Si](C1=CC=CC=C1)(C)C)(C1=CC=CC=C1)C 2,7-bis(dimethyl-(phenyl)silyl)-9H-carbazole